3-(2-((4-fluorobenzyl)oxy)-4-((2,2,2-trifluoroethyl)sulfonamido)phenyl)-5-((6-(trifluoromethyl)pyridin-2-yl)amino)-1H-pyrazole-4-carboxamide FC1=CC=C(COC2=C(C=CC(=C2)NS(=O)(=O)CC(F)(F)F)C2=NNC(=C2C(=O)N)NC2=NC(=CC=C2)C(F)(F)F)C=C1